7-fluoro-2-methylindazol-5-amine FC1=CC(=CC2=CN(N=C12)C)N